BrC=1C=C(C2=CN(N=C2C1)C(C(=O)C1N(CCC1)C(=O)[O-])C(=O)OCC)F 2-[2-(6-Bromo-4-fluoro-indazol-2-yl)-3-ethoxy-3-oxo-propanoyl]pyrrolidine-1-carboxylate